FC=1C=C(C=CC1C)C=1N=NN(C1)[C@@H]1[C@H]([C@@H](SC=2C=NC=C(C2)Br)O[C@@H]([C@@H]1O)CO)OC 5-Bromopyridin-3-yl 3-deoxy-3-[4-(3-fluoro-4-methylphenyl)-1H-1,2,3-triazol-1-yl]-2-O-methyl-1-thio-α-D-galactopyranoside